COC1=C(C(=CC=C1)OC)S(=O)(=O)NC1=NOC2=C1C(=CC(=C2)C2=CC(=CC=C2)N2CCN(CC2)S(=O)(=O)C=C)OC 2,6-dimethoxy-N-(4-methoxy-6-(3-(4-(vinylsulfonyl)piperazin-1-yl)phenyl)benzo[d]isoxazol-3-yl)benzenesulfonamide